CN1N=CC(=N1)C#CC1CN=C2N1C1=CC=C(C=C1C(N2CC=2C=NN(C2)C)=O)S(=O)(=O)NC2(CC2)C 1-[2-(2-methyl-1,2,3-triazol-4-yl)ethynyl]-N-(1-methyl-cyclopropyl)-4-[(1-methylpyrazol-4-yl)methyl]-5-oxo-1H,2H-imidazo[1,2-a]quinazoline-7-sulfonamide